FC1=CC=C(C=C1)C1=CN=C(S1)NC1=CC2=C(C=N1)N=CN2CCNC(=O)[C@H]2NCCC2 (2S)-N-[2-[6-[[5-(4-fluorophenyl)thiazol-2-yl]amino]imidazo[4,5-c]pyridin-1-yl]ethyl]pyrrolidine-2-carboxamide